[Si](C)(C)(C(C)(C)C)OC=1C(=CC(=C(C1)NC(C)=O)F)I N-(5-((tert-butyldimethylsilyl)oxy)-2-fluoro-4-iodophenyl)acetamide